CC1=NN2C(CN(C3=C2N=CC=C3NC(=O)C3CC3)C)=N1 N-(2,5-dimethyl-4,5-dihydropyrido[3,2-e][1,2,4]triazolo[1,5-a]pyrazin-6-yl)cyclopropanecarboxamide